Cl.C1(=CC=CC=C1)CC(=O)NC1CC(C1)N1C2=NC=NC(=C2N=C1)NC1=CC=C(C=C1)N1CCNCC1 2-phenyl-N-((1s,3s)-3-(6-((4-(piperazin-1-yl)phenyl)amino)-9H-purin-9-yl)cyclobutyl)acetamide hydrochloride